(6-hydroxy-10-morpholino-[1,2,4]triazolo[5,1-a]isoquinoline-5-carbonyl)glycine OC1=C(N2C(C3=C(C=CC=C13)N1CCOCC1)=NC=N2)C(=O)NCC(=O)O